The molecule is an organic cation obtained by deprotonation of the 5 and 7 positions of cyanidin 3-O-beta-D-glucoside. It is the major microspecies at pH 7.3 (according to Marvin v 6.2.0.). It derives from a cyanidin cation. It is a conjugate base of a cyanidin 3-O-beta-D-glucoside betaine. C1=CC(=C(C=C1C2=C(C=C3C(=CC(=O)C=C3O2)O)O[C@H]4[C@@H]([C@H]([C@@H]([C@H](O4)CO)O)O)O)O)[O-]